5-(3-((4-chloro-3-(methylsulfonyl)phenyl)ethynyl)-4-fluorophenoxy)-1H-1,2,3-triazole-4-carboxylic acid ClC1=C(C=C(C=C1)C#CC=1C=C(OC2=C(N=NN2)C(=O)O)C=CC1F)S(=O)(=O)C